COC1=C2C(=CNC2=C(C=C1)C)CCNC 2-(4-methoxy-7-methyl-1H-indol-3-yl)-N-methylethan-1-amine